FC1=CC=C(C=C1)C(=C)C1OC1 2-(1-(4-fluorophenyl)vinyl)oxirane